FC1=C(C=CC(=C1)N1CCN(CC1)CC1CCN(CC1)C1=C(C=C(C(=C1)OC)[N+](=O)[O-])C=1C=NN(C1)C)C1C(NC(CC1)=O)=O 3-(2-fluoro-4-(4-((1-(5-methoxy-2-(1-methyl-1H-pyrazol-4-yl)-4-nitrophenyl)piperidin-4-yl)methyl)piperazin-1-yl)phenyl)piperidine-2,6-dione